[C]=S carbon sulfide